C(C=C)(=O)N1CCN(CC1)C1=NC=NC2=CC(=C(C=C12)Cl)N1C(C=CC(=C1)Cl)=O 1-(4-(4-acryloyl-piperazin-1-yl)-6-chloro-quinazolin-7-yl)-5-chloro-pyridin-2(1H)-one